C(C1=CC=CC=C1)S(=O)O Benzylsulfinic Acid